3-cyclopropyl-4-(3-methyl-4-methylsulfonylphenyl)-1H-indole-5-carbonitrile C1(CC1)C1=CNC2=CC=C(C(=C12)C1=CC(=C(C=C1)S(=O)(=O)C)C)C#N